5-(benzyloxy)-4-(4-hydroxyisoindoline-2-carbonyl)-6-methyl-1,3-phenylenedi(4-methylbenzenesulfonate) C(C1=CC=CC=C1)OC=1C(=C(C=C(C1C)C1=C(C=CC(=C1)C)S(=O)(=O)[O-])C1=C(C=CC(=C1)C)S(=O)(=O)[O-])C(=O)N1CC2=CC=CC(=C2C1)O